CC(C)C1=C(C=CC(=C1)C)S(=O)(=O)OOC1=C(C=CC=C1)CC1=CC=CC=C1 1-(2-benzylphenoxy) propan-2-yl-4-methylbenzenesulfonate